2-phenyl-1-(2,4,6-trihydroxyphenyl)ethanone C1(=CC=CC=C1)CC(=O)C1=C(C=C(C=C1O)O)O